C(C)(C)(C)C=1C=C(C=C(C1O)C(C)(C)C)CCC(=O)OCCCCCCOC(CCC1=CC(=C(C(=C1)C(C)(C)C)O)C(C)(C)C)=O 1,6-Hexanediol-bis[3-(3,5-di-t-butyl-4-hydroxyphenyl) propionate]